di-(tert-butyl)(4-isopropylphenyl)phosphine Tribenzyl-1,4,7,10-Tetraazacyclododecane-1,4,7-tricarboxylate C(C1=CC=CC=C1)OC(=O)N1CCN(CCN(CCNCC1)C(=O)OCC1=CC=CC=C1)C(=O)OCC1=CC=CC=C1.C(C)(C)(C)P(C1=CC=C(C=C1)C(C)C)C(C)(C)C